C(C)(C)(C)OC(=O)N1C[C@@H](CC1)CN1CC2(C1)CCC(CC2)NS(=O)(=O)C2CC2 (S)-3-((7-(Cyclopropylsulfonamido)-2-azaspiro[3.5]nonan-2-yl)methyl)pyrrolidine-1-carboxylic acid tert-butyl ester